COCC1=NNC(=C1)C(=O)O 3-(methoxymethyl)-1H-pyrazole-5-carboxylic acid